(S)-2-(3-aminoprop-1-yn-1-yl)-5-(2-(4-(4-chlorophenyl)-2,3,9-trimethyl-6H-thieno[3,2-f][1,2,4]triazolo[4,3-a][1,4]diazepin-6-yl)acetamido)benzoic acid hydrochloride Cl.NCC#CC1=C(C(=O)O)C=C(C=C1)NC(C[C@H]1C=2N(C3=C(C(=N1)C1=CC=C(C=C1)Cl)C(=C(S3)C)C)C(=NN2)C)=O